2-((1r,3r)-3-(4-methyl-4H-1,2,4-triazol-3-yl)-3-(3-(6-(((1-methylcyclobutyl)amino)methyl)-1-oxo-4-(trifluoromethyl)isoindolin-2-yl)phenyl)-cyclobutyl)acetonitrile CN1C(=NN=C1)C1(CC(C1)CC#N)C1=CC(=CC=C1)N1C(C2=CC(=CC(=C2C1)C(F)(F)F)CNC1(CCC1)C)=O